BrC1=CC(=C(C=NS(=O)C(C)(C)C)C=C1)C N-(4-bromo-2-methylbenzylidene)-2-methylpropane-2-sulfinamide